1-(4'-(2-hydroxypropan-2-yl)-[1,1'-biphenyl]-3-yl)urea OC(C)(C)C1=CC=C(C=C1)C1=CC(=CC=C1)NC(=O)N